C(C)N1C(=NC=2C1=NC(=CN2)N2CC(CCC2)COC2=C(C=CC=C2)C)C(=O)NNC=O 1-ethyl-N'-formyl-6-(3-((o-tolyloxy)methyl)piperidin-1-yl)-1H-imidazo[4,5-b]pyrazine-2-carbohydrazide